[C@H]12NC[C@H](C1N(C(OCC1=CC=CC=C1)=O)C)C2 benzyl N-[(1R,4R)-2-azabicyclo[2.1.1]Hexane-5-yl]N-methylcarbamate